NC1=NC(=C(C=2N1N=C(N2)CC2=NC=CC=C2)C2=CC(=NC(=C2)C)OC)C=2C=C(C#N)C=CC2 3-(5-amino-8-(2-methoxy-6-methylpyridin-4-yl)-2-(pyridin-2-ylmethyl)-[1,2,4]triazolo[1,5-c]pyrimidin-7-yl)benzonitrile